7-chloro-6-fluoro-1-(2-isopropyl-4-methylpyridin-3-yl)-2,4-dioxo-1,2,3,4-tetrahydro-1,8-naphthyridine-3-carboxylic acid amide ClC1=C(C=C2C(C(C(N(C2=N1)C=1C(=NC=CC1C)C(C)C)=O)C(=O)N)=O)F